N-(butylsulfonyl)-O-[4-(4-pyridinyloxy)butyl]-L-tyrosine C(CCC)S(=O)(=O)N[C@@H](CC1=CC=C(C=C1)OCCCCOC1=CC=NC=C1)C(=O)O